CN(C(C1=NC=CC=C1)=O)[C@H]1CN(CC1)C N-methyl-N-((R)-1-methylpyrrolidin-3-yl)picolinamide